N-((3R,4S)-3-((((1s,4S)-4-(1-methyl-1H-indazol-5-yl)cyclohexyl)oxy)methyl)-1-((R)-tetrahydrofuran-3-carbonyl)piperidin-4-yl)methanesulfonamide CN1N=CC2=CC(=CC=C12)C1CCC(CC1)OC[C@@H]1CN(CC[C@@H]1NS(=O)(=O)C)C(=O)[C@H]1COCC1